6-bromo-4-chloro-7-fluoroindoline-2,3-dione BrC1=CC(=C2C(C(NC2=C1F)=O)=O)Cl